1-(2-hydroxyethyl)-4-methylquinolinium iodide [I-].OCC[N+]1=CC=C(C2=CC=CC=C12)C